C(N)(=O)C1(COC1)NC(=O)C1=C(OC2=C1C=C(C=C2)OCC=2C(=NC=CC2)C(F)F)C N-(3-carbamoyloxetan-3-yl)-5-((2-(difluoromethyl)pyridin-3-yl)methoxy)-2-methylbenzofuran-3-carboxamide